FC(C[C@@H]1[C@H](C1)C(=O)OCC)(F)F ethyl (1S,2R)-2-(2,2,2-trifluoroethyl)cyclopropanecarboxylate